3-cyclopropyl-4-{[3-(8-{[(3S,4R)-3-fluoro-1-methylpiperidin-4-yl]amino}-3-(2,2,2-trifluoroethyl)imidazo[1,2-a]pyridin-2-yl)prop-2-yn-1-yl]amino}-N-methylbenzamide C1(CC1)C=1C=C(C(=O)NC)C=CC1NCC#CC=1N=C2N(C=CC=C2N[C@H]2[C@H](CN(CC2)C)F)C1CC(F)(F)F